CC1=C(C=C(C(=C1)OC1=CC=CC=C1)C)C(=N)N(C)CC (2,5-dimethyl-4-phenoxy-phenyl)-N-ethyl-N-methyl-formamidine